N-[5-[2-cyano-5-[[3-(2-pyridylamino)cyclobutyl]methoxy]-4-pyridyl]pyrazolo[1,5-a]pyridin-2-yl]cyclopropanecarboxamide C(#N)C1=NC=C(C(=C1)C1=CC=2N(C=C1)N=C(C2)NC(=O)C2CC2)OCC2CC(C2)NC2=NC=CC=C2